BrC=1C=C2C=C(C(=NC2=CC1)OC)CC=1C=CC(=NC1)N(CC)CC 5-((6-bromo-2-methoxyquinolin-3-yl)methyl)-N,N-diethylpyridin-2-amine